CS(=O)(=O)OCC1N(CC2(C1)CCN(CC2)C(=O)OC(C)(C)C)C(=O)OCC2=CC=CC=C2 2-benzyl 8-tert-butyl 3-(((methylsulfonyl) oxy) methyl)-2,8-diazaspiro[4.5]decane-2,8-dicarboxylate